FC=1C(=NC=C(C1)F)CNC(C(=O)OCC)=O ethyl 2-(((3,5-difluoropyridin-2-yl) methyl) amino)-2-oxoacetate